CN1N=C(C2=CC=C(C=C12)C(=O)NC=1N=CC=2N(C1)C=C(N2)[C@@H]2N(CCN(C2)C(=O)OC(C)(C)C)C(=O)OC(C)(C)C)C |r| rac-1,4-di-tert-butyl 2-[6-(1,3-dimethylindazole-6-amido)imidazo[1,2-a]pyrazin-2-yl]piperazine-1,4-dicarboxylate